NC=1SC2=C(N1)C=C(C=C2)C2NCC(CC2)C 2-(2-aminobenzo[d]thiazol-5-yl)-5-methylpiperidin